3,5-dichloro-4-((6-chloro-5-(propan-2-yl-d7)pyridazin-3-yl)oxy)aniline ClC=1C=C(N)C=C(C1OC=1N=NC(=C(C1)C(C([2H])([2H])[2H])(C([2H])([2H])[2H])[2H])Cl)Cl